ClC1=NC=CC(=N1)C1=C(C=C(C=C1)I)O 2-(2-chloropyrimidin-4-yl)-5-iodophenol